N-(1-hydroxy-2-methylpropan-2-yl)-5-(4-(trifluoromethyl)phenyl)-2-naphthamide OCC(C)(C)NC(=O)C1=CC2=CC=CC(=C2C=C1)C1=CC=C(C=C1)C(F)(F)F